triazidobicyclo[4.4.0]decan-5-ene N(=[N+]=[N-])C1(C2(CCCCC2=CCC1)N=[N+]=[N-])N=[N+]=[N-]